N-(5-Cyclopropyl-1H-pyrazol-3-yl)-2-[(3R)-3-(methoxymethyl)-1-piperidyl]pyrimidin-4-amine C1(CC1)C1=CC(=NN1)NC1=NC(=NC=C1)N1C[C@@H](CCC1)COC